ethyl 6-chloro-7-[(2R)-2-[[(3-chloropyridin-2-yl)oxy]methyl]-2-methylpyrrolidin-1-yl]-1-[6-[3-(dimethylamino)azetidin-1-yl]pyridin-3-yl]-4-oxo-1,8-naphthyridine-3-carboxylate ClC=1C=C2C(C(=CN(C2=NC1N1[C@@](CCC1)(C)COC1=NC=CC=C1Cl)C=1C=NC(=CC1)N1CC(C1)N(C)C)C(=O)OCC)=O